FC1(CN(CCC1N[C@H](C)C1=CC=CC=C1)C(=O)OC(C)(C)C)F tert-butyl 3,3-difluoro-4-[[(1R)-1-phenylethyl]amino]piperidine-1-carboxylate